CN(C(=O)C1=C(N=C(S1)NC1=NC=CC(=C1)C(F)(F)F)C1=NC=CC=C1)C N,N-dimethyl-4-(pyridin-2-yl)-2-(4-(trifluoromethyl)pyridin-2-ylamino)thiazole-5-carboxamide